(6-amino-5-(4-amino-4-methylpiperidin-1-yl)-2-((2,3-dichlorophenyl)thio)pyrimidin-4-yl)methanol NC1=C(C(=NC(=N1)SC1=C(C(=CC=C1)Cl)Cl)CO)N1CCC(CC1)(C)N